6-((3-fluorophenyl)amino)benzo[b]thiophene-4,7-dione FC=1C=C(C=CC1)NC1=CC(C2=C(SC=C2)C1=O)=O